C(CCCCCCCCCCCCCCCCC)OC(CCCCCCCCCCC\C=C/CCCCCCCC)=O Stearylerucat